2,3,4,5-tetramethoxyphenol COC1=C(C=C(C(=C1OC)OC)OC)O